2,2,2-trichloro-N-(2-formyl-3-methoxy-phenyl)acetamide ClC(C(=O)NC1=C(C(=CC=C1)OC)C=O)(Cl)Cl